N(=C=O)C(C)C 2-isocyanatopropane